2-(2,6-dioxopiperidin-3-yl)-5-((2-(2-(2-(2-hydroxyethoxy)ethoxy)ethoxy)-ethyl)amino)isoindoline-1,3-dione O=C1NC(CCC1N1C(C2=CC=C(C=C2C1=O)NCCOCCOCCOCCO)=O)=O